1-((2R,3R,4S,5R)-3,4-dihydroxy-5-(hydroxymethyl)tetrahydrofuran-2-yl)-1H-imidazo[4,5-c]pyridin-4(5H)-one O[C@H]1[C@@H](O[C@@H]([C@H]1O)CO)N1C=NC=2C(NC=CC21)=O